2-oxo-1,3,2-dioxaphosphorinane O=P1OCCCO1